hexahydromethanoinden-5-yl propionate C(CC)(=O)OC1CC2CC3C(C2=CC1)C3